COC(CCCCCCCCCCCN(C(C1=C(C=C(C=C1)OC)F)=O)CC(C)(C)C)=O 12-(2-fluoro-4-methoxy-N-neopentyl-benzamido)dodecanoic acid methyl ester